di(undecyl)amide C(CCCCCCCCCC)[N-]CCCCCCCCCCC